benzopyrroledione N1C(C(C2=C1C=CC=C2)=O)=O